C(C1=CC=CC=C1)SC=1C(=C(C=CC1)[N+](=O)[O-])C Benzylthio-2-methyl-1-nitro-benzene